ClC1=CC=C(C=C1)C1=C(CCC(C1)(C)C)CN1CCN(CC1)C1=CC(=C(C(=O)OC)C=C1)O methyl 4-(4-((4'-chloro-5,5-dimethyl-3,4,5,6-tetrahydro-[1,1'-biphenyl]-2-yl)methyl)piperazin-1-yl)-2-hydroxybenzoate